tert-Butyl 4-[1-[3-(cyanomethyl)-1-cyclopropylsulfonyl-azetidinyl]pyrazol-4-yl]pyrrolo[2,3-d]pyrimidine-7-carboxylate C(#N)CC1C(N(C1)S(=O)(=O)C1CC1)N1N=CC(=C1)C=1C2=C(N=CN1)N(C=C2)C(=O)OC(C)(C)C